tert-butyl 4-methyl-4-((4-(trifluoromethyl)phenyl)ethynyl)piperidine-1-carboxylate CC1(CCN(CC1)C(=O)OC(C)(C)C)C#CC1=CC=C(C=C1)C(F)(F)F